11-Pentatriacontene CCCCCCCCCCC=CCCCCCCCCCCCCCCCCCCCCCCC